N-[3-[2-(difluoromethoxy)-5-methylsulfanyl-phenyl]-1-[2-[4-[2,2-difluoropropyl(methyl)amino]-1-piperidyl]-2-oxo-ethyl]pyrazol-4-yl]pyrazolo[1,5-a]pyrimidine-3-carboxamide FC(OC1=C(C=C(C=C1)SC)C1=NN(C=C1NC(=O)C=1C=NN2C1N=CC=C2)CC(=O)N2CCC(CC2)N(C)CC(C)(F)F)F